2-{3-[(2S)-2-[(tert-butoxycarbonyl)amino]-3-ethoxy-3-oxopropyl]phenyl}ethylboronic acid C(C)(C)(C)OC(=O)N[C@@H](CC=1C=C(C=CC1)CCB(O)O)C(=O)OCC